CN1N=CC(=C1C(F)(F)F)C1=NN(C=C1)COCC[Si](C)(C)C 1'-methyl-5'-(trifluoromethyl)-1-((2-(trimethylsilyl)ethoxy)methyl)-1H,1'H-[3,4'-bipyrazol]